(3,5-dimethyl-isoxazol-4-yl)boronic acid CC1=NOC(=C1B(O)O)C